CC1=C(C(=NN1C)C(F)F)C(=O)NC/C(=N/OC(C)C)/C1=NC=C(C=C1Cl)C#CC1CC1 methyl-(Z)-N-{2-[3-chloro-5-(cyclopropylethynyl)-2-pyridinyl]-2-(isopropoxyimino)ethyl}-3-(difluoromethyl)-1-methylpyrazole-4-carboxamide